4-(5',6'-dihydroxy-1',3',4',9a'-tetrahydrospiro[cyclohexane-1,9'-xanthene]-4a'(2'H)-yl)benzene-1,2,3-triol OC1=C2OC3(CCCCC3C3(C2=CC=C1O)CCCCC3)C3=C(C(=C(C=C3)O)O)O